N-(2-(4-methylpiperazin-1-yl)-5-(trifluoromethoxy)pyridin-4-yl)-1,1-diphenylmethanimine CN1CCN(CC1)C1=NC=C(C(=C1)N=C(C1=CC=CC=C1)C1=CC=CC=C1)OC(F)(F)F